1-(6-(4-aminocyclohexyl)-4-(7-(difluoromethyl)-6-(1-methyl-1H-pyrazol-4-yl)-3,4-dihydroquinolin-1(2H)-yl)isoindolin-2-yl)ethan-1-one NC1CCC(CC1)C1=CC(=C2CN(CC2=C1)C(C)=O)N1CCCC2=CC(=C(C=C12)C(F)F)C=1C=NN(C1)C